FC1=CC(=C(C=C1)N1C=C(C2=C1N=NC=C2)C(=O)C2CN(C2)C(=O)OC(C)(C)C)C(=O)OC tert-Butyl 3-(7-(4-fluoro-2-(methoxycarbonyl)phenyl)-7H-pyrrolo[2,3-c]-pyridazine-5-carbonyl)azetidine-1-carboxylate